sodium hexadecyltrimethylammonium bromide [Br-].C(CCCCCCCCCCCCCCC)[N+](C)(C)C.[Na]